5-(tert-butyl)-2-chloropyrimidine C(C)(C)(C)C=1C=NC(=NC1)Cl